CO[Si](OC)(OC)CCCN1C=NC=C1 N-(trimethoxysilylpropyl)imidazole